N-(4-chloro-6-((tetrahydrofuran-3-yl)oxy)pyrimidin-2-yl)-N-methyl-9-azabicyclo[3.3.1]nonan-3-amine ClC1=NC(=NC(=C1)OC1COCC1)N(C1CC2CCCC(C1)N2)C